C(C)(C)(C)OC(CCOCCO)=O 3-(2-hydroxyethoxy)propionic acid tert-butyl ester